C1(=CC=C(C=C1)C(=O)O)C1=CC(=CC=C1)C1=CC=C(C=C1)C(=O)O [1,1':3',1''-terphenyl]-4,4''-dicarboxylic acid